N-[(1S)-1-[[2-chloro-5-[2-(1-cyclopropyl-1-hydroxy-ethyl)-4-pyridyl]phenyl]methyl]-2-[4-(3-methylimidazol-4-yl)anilino]-2-oxo-ethyl]-2-methyl-pyrazole-3-carboxamide ClC1=C(C=C(C=C1)C1=CC(=NC=C1)C(C)(O)C1CC1)C[C@@H](C(=O)NC1=CC=C(C=C1)C=1N(C=NC1)C)NC(=O)C=1N(N=CC1)C